(S)-2-(4,4-difluorocyclohexyl)-4-(2,5-difluorophenyl)-N-(2-(2-methylazetidin-1-yl)pyrimidin-5-yl)nicotinamide FC1(CCC(CC1)C1=C(C(=O)NC=2C=NC(=NC2)N2[C@H](CC2)C)C(=CC=N1)C1=C(C=CC(=C1)F)F)F